2-[chloro(difluoro)methyl]-5-(5-methylpyrimidin-2-yl)oxy-quinazoline ClC(C1=NC2=CC=CC(=C2C=N1)OC1=NC=C(C=N1)C)(F)F